CN1C(=NN=C1C)C1=CC(=C(C=C1)NC=1N=CC2=C(N1)C(=NC(=C2)C)N2CC1(C2)CCOCC1)OCC N-(4-(4,5-dimethyl-4H-1,2,4-triazol-3-yl)-2-ethoxyphenyl)-6-methyl-8-(7-oxa-2-azaspiro[3.5]nonan-2-yl)pyrido[3,4-d]pyrimidin-2-amine